7-methyl-1-phenyl-3,4-dihydroisoquinoline CC1=CC=C2CCN=C(C2=C1)C1=CC=CC=C1